BrC1=CC=C(C=C1)C(CCCC)(F)F 1-bromo-4-(1,1-difluoropentyl)benzene